5-(2-amino-5-morpholinophenyl)-3-chloro-1-(4-methoxybenzyl)-1H-pyrazol-4-amine NC1=C(C=C(C=C1)N1CCOCC1)C1=C(C(=NN1CC1=CC=C(C=C1)OC)Cl)N